tert-butyl (2S,4R)-2-(((S)-(4-(3,3-difluorocyclobutyl)-3-fluorophenyl)(phenyl)methyl)carbamoyl)-4-fluoropyrrolidine-1-carboxylate FC1(CC(C1)C1=C(C=C(C=C1)[C@H](C1=CC=CC=C1)NC(=O)[C@H]1N(C[C@@H](C1)F)C(=O)OC(C)(C)C)F)F